2,2-bis(methoxy)propionic anhydride COC(C(=O)OC(C(C)(OC)OC)=O)(C)OC